[O-2].[Ag+].[Ga+3].[O-2] gallium-silver oxide